{3-[4-(7H-pyrrolo[2,3-d]pyrimidin-4-yl)-1H-pyrazol-1-yl]-1-[1-(2,4,5-trifluoro-3-methoxybenzoyl)piperidin-4-yl]azetidin-3-yl}acetonitrile N1=CN=C(C2=C1NC=C2)C=2C=NN(C2)C2(CN(C2)C2CCN(CC2)C(C2=C(C(=C(C(=C2)F)F)OC)F)=O)CC#N